1,2,4,5-benzenetetraphosphonic acid C=1(C(=CC(=C(C1)P(O)(=O)O)P(O)(=O)O)P(O)(=O)O)P(O)(=O)O